COC(=O)C1CCN(C(C=2N1N=C1C2C(NCC1)C(NC1=CC(=C(C=C1)F)Cl)=O)=O)C ((3-chloro-4-fluorophenyl)carbamoyl)-10-methyl-11-oxo-1,3,4,7,8,9,10,11-octahydro-2H-pyrido[4',3':3,4]Pyrazolo[1,5-a][1,4]Diazepine-7-carboxylic acid methyl ester